CC=1C=NN(C1)C1CC(C1)=O 3-(4-methyl-1H-pyrazol-1-yl)cyclobutane-1-one